FC(OCC=1C=C2C(=CC=NC2=CC1)C(=O)O)(F)F 6-((trifluoromethoxy)methyl)quinoline-4-carboxylic acid